C[C@H](CCCC(C)C)[C@H]1CC[C@@H]2[C@@]1(CC[C@H]3[C@H]2C[C@@H]4[C@@]5([C@@]3(CC[C@@H](C5)O)C)O4)C 5,6β-Epoxycholesterol